C1(CC1)N1C[C@@H]2[C@H](CC1)NC(N2C=2SC1=C(N2)C2=C(C=C1)OCCO2)=O (3aR,7aS)-5-cyclopropyl-3-(7,8-dihydro[1,4]dioxino[2,3-e][1,3]benzothiazol-2-yl)octahydro-2H-imidazo[4,5-c]pyridin-2-one